CC=1C=NC=CC1C=1C=NC(=CC1)C[N+]1=NOC(=C1)[N-]C(NC1=CC(=CC=C1)C(F)(F)F)=O (3-((3'-methyl-[3,4'-bipyridin]-6-yl)methyl)-1,2,3-oxadiazol-3-ium-5-yl)((3-(trifluoromethyl)phenyl)carbamoyl)amide